O=S1(N(CCC1)C1=NC(=CC=C1C(C)O)N1C=NC2=C1C=CC(=C2)NC=2N=NC(=CC2)C)=O 1-[2-(1,1-Dioxo-1,2-thiazolidine-2-yl)-6-[5-[(6-methylpyridazin-3-yl)amino]benzimidazol-1-yl]-3-pyridinyl]ethanol